3-(2,5-Dioxopyrrol-1-yl)hexanoic acid O=C1N(C(C=C1)=O)C(CC(=O)O)CCC